3,3'-(1,1,3,3-tetraEthoxydisiloxane-1,3-diyl)bis(N,N-dimethylpropan-1-amine) C(C)O[Si](O[Si](OCC)(OCC)CCCN(C)C)(OCC)CCCN(C)C